octyldodecyl lauryl glutamate N[C@@H](CCC(=O)OCCCCCCCCCCCC)C(=O)OC(CCCCCCCCCCC)CCCCCCCC